1-(3-bromo-5-chlorophenyl)-3-(3-fluoro-5-methoxyphenyl)urea BrC=1C=C(C=C(C1)Cl)NC(=O)NC1=CC(=CC(=C1)OC)F